tert-Butyl 3-acetamido-5-bromo-1H-pyrrolo[2,3-b]pyridine-1-carboxylate C(C)(=O)NC1=CN(C2=NC=C(C=C21)Br)C(=O)OC(C)(C)C